C1(CC1)C=1C(=C(C=NC1)CC1CCN(CC1)C(=O)N1C[C@@H]2[C@@H](OCC(N2)=O)CC1)C (4aR,8aS)-6-(4-((5-cyclopropyl-4-methylpyridin-3-yl)methyl)piperidine-1-carbonyl)hexahydro-2H-pyrido[4,3-b][1,4]oxazin-3(4H)-one